FC=1C(=C(C=CC1)[C@H]1N=C(NC(=C1)CN1C[C@@H]2N(CC1)C(N(C2)C21CC(C2)(C1)NS(=O)(=O)C)=O)C=1SC=CN1)C (S)-4-(3-Fluoro-2-methylphenyl)-6-(((S)-2-(3-(methylsulfonamido)bicyclo[1.1.1]pentan-1-yl)-3-oxohexahydroimidazo[1,5-a]pyrazin-7(1H)-yl)methyl)-2-(thiazol-2-yl)-1,4-dihydropyrimidine